C1=CN(C(=O)NC1=O)[C@H]2[C@@H]([C@@H]([C@H](O2)CO)OP(=O)([O-])[O-])O The molecule is a nucleoside 3'-phosphate(2-) obtained by deprotonation of the phosphate OH groups of uridine 3'-monophosphate (UMP) It is the predominant species at physiological pH. It has a role as a human metabolite. It is a conjugate base of a 3'-UMP.